C1NCC12CC(C2)COC2=NC(=NC=C2Cl)NC=2C(=NN(C2)C(C#N)(C)C)C 2-(4-((4-((2-azaspiro[3.3]heptan-6-yl)methoxy)-5-chloropyrimidin-2-yl)amino)-3-methyl-1H-pyrazol-1-yl)-2-methylpropanenitrile